N-{[6-(2-aminoethyl)imidazo[1,2-a]pyridin-2-yl]methyl}-4-oxo-4H-pyrido[1,2-a]pyrimidine-2-carboxamide NCCC=1C=CC=2N(C1)C=C(N2)CNC(=O)C=2N=C1N(C(C2)=O)C=CC=C1